[Li].C(C)(C)(C)OC(=O)N1CCN(CC1)CCCN(C=1C=C2C(=CC=NC2=CC1)C(=O)O)C 6-((3-(4-(Tert-Butoxycarbonyl)piperazin-1-yl)propyl)(methyl)amino)quinoline-4-carboxylic acid lithium